(1R,2S,5S)-N-[1-cyano-2-(3-oxo-4H-1,4-benzoxazin-2-yl)ethyl]-3-[(2S)-3,3-dimethyl-2-(thiazol-5-ylamino)butanoyl]-6,6-dimethyl-3-azabicyclo[3.1.0]hexane-2-carboxamide C(#N)C(CC1OC2=C(NC1=O)C=CC=C2)NC(=O)[C@@H]2[C@H]1C([C@H]1CN2C([C@H](C(C)(C)C)NC2=CN=CS2)=O)(C)C